CN(C(C)=O)C(N(C(C)=O)C)(N(C(C)=O)C)[SiH3] tris(N-methyl-acetamido)methylsilane